ClC=1N=NC(=CC1)OCCOC 3-chloro-6-(2-methoxyethoxy)pyridazine